2,3,14-trihydroxy-17-[2-(4-hydroxy-1-piperidyl)acetyl]-10,13-dimethyl-2,3,4,5,9,11,12,15,16,17-decahydro-1H-cyclopenta[a]phenanthren-6-one OC1CC2(C3CCC4(C(CCC4(C3=CC(C2CC1O)=O)O)C(CN1CCC(CC1)O)=O)C)C